4-[3-[3-fluoro-2-methylthio-4-cyano-phenyl]-5,5-dimethyl-4-oxo-2-thioxo-imidazolidin-1-yl]butyric acid ethyl ester C(C)OC(CCCN1C(N(C(C1(C)C)=O)C1=C(C(=C(C=C1)C#N)F)SC)=S)=O